BrC1=CC=C2[C@]3(CCSC2=C1F)N=C1N(C=C(C=C1OC(F)F)C#N)C3 (S)-7'-bromo-8-(difluoromethoxy)-8'-fluoro-3H-spiro[imidazo[1,2-a]pyridine-2,4'-thiochroman]-6-carbonitrile